C(C1=CC=CC=C1)OC1=C(CN2N=CC(=C2)B2OC(C(O2)(C)C)(C)C)C=CC=C1 1-(2-(benzyloxy)benzyl)-4-(4,4,5,5-tetramethyl-1,3,2-dioxaborolan-2-yl)-1H-pyrazole